C(C)/C(/C(=O)OC=1C=NC(=C(C1)Cl)C1CCC(CC1)C(F)(F)F)=C(/C=1C=NC(=NC1)OC)\C=1SC=C(N1)\C=C\CCC1=NC2=NC=CC=C2C=C1 5-chloro-6-[4-(trifluoromethyl)cyclohexyl]pyridin-3-ol ethyl-(E)-3-(4-((E)-4-(1,8-naphthyridin-2-yl)but-1-en-1-yl)thiazol-2-yl)-3-(2-methoxypyrimidin-5-yl)acrylate